2-methyl-2-(3-methylphenyl)-1,2,3,4-tetrahydroquinoline CC1(NC2=CC=CC=C2CC1)C1=CC(=CC=C1)C